C(C=CCCCCCC)=O anti-nonenal